Carbazole-benzonitrile C1(=CC=CC=2C3=CC=CC=C3NC12)C1=CC=CC=C1C#N